2-(3-(1H-imidazol-1-yl)phenoxy)-9-(4-(2,4,6-triisopropylphenyl)pyridin-2-yl)-9H-carbazole N1(C=NC=C1)C=1C=C(OC2=CC=3N(C4=CC=CC=C4C3C=C2)C2=NC=CC(=C2)C2=C(C=C(C=C2C(C)C)C(C)C)C(C)C)C=CC1